[N+](=O)([O-])C1=CC=C(C=C1)C=1C(OC2(C1C1=CC=CC=C1)OCCC2)=O 3-(4-Nitrophenyl)-4-phenyl-1,6-dioxaspiro[4.4]non-3-en-2-one